5-butyl-2(5H)-furanon C(CCC)C1C=CC(O1)=O